[N+](=O)([O-])C1=CC=C(C2=CC=CC=C12)O 4-nitronaphthalen-1-ol